FC1=C(C=CC=C1)N1N=CC2=C1CN(C2)C#N 1-(2-fluorophenyl)-4,6-dihydropyrrolo[3,4-c]pyrazole-5(1H)-carbonitrile